ethylene glycol monotertbutyl ether C(C)(C)(C)OCCO